2,4-dihydroxybenzoic acid N-(4-hydroxy-3-ethoxybenzyl) amide OC1=C(C=C(CNC(C2=C(C=C(C=C2)O)O)=O)C=C1)OCC